COC(C1=CN=C(C=C1)C(C)O)=O 6-(1-hydroxyethyl)nicotinic acid methyl ester